O=C1NC(CCC1N1C(N(C2=C1C=CC=C2)CC)=O)=O 1-(2,6-dioxopiperidin-3-yl)-3-ethyl-2-oxo-2,3-dihydro-1H-benzo[d]imidazol